2-(4-aminophenyl)-7-azaindole NC1=CC=C(C=C1)C=1NC2=NC=CC=C2C1